OC1=CC=C(C=C1)C1(C2=CC=C(C=C2C=2C=C(C=CC12)C1=CC=C2C=CC3=CC=CC4=CC=C1C2=C34)C3=CC=C4C=CC2=CC=CC1=CC=C3C4=C21)C2=CC=C(C=C2)O 9,9-bis(4-hydroxyphenyl)-3,6-di(1-pyrenyl)fluorene